ClC=1C=C(C=CC1Cl)C1=CC(=NN1C)C(=O)OC methyl 5-(3,4-dichlorophenyl)-1-methyl-3-pyrazolecarboxylate